C(C)(=O)N1[C@H](CN(CC1)C(CCl)=O)C1=CC(=CC(=C1)C=1N=NN(N1)C)Cl (S)-1-(4-acetyl-3-(3-chloro-5-(2-methyl-2H-tetrazol-5-yl)phenyl)piperazin-1-yl)-2-chloroethan-1-one